FC1=CC=C(CN2C(C(CC2)NCC2=CC=C(C=C2)OC)=O)C=C1 1-(4-fluorobenzyl)-3-((4-methoxybenzyl)amino)pyrrolidin-2-one